butyl 2-((2-chloro-4-methyl-6-(trifluoromethyl)pyridin-3-yl)methyl)piperazine-1,4-dicarboxylate ClC1=NC(=CC(=C1CC1N(CCN(C1)C(=O)[O-])C(=O)OCCCC)C)C(F)(F)F